CN(C(/C=C/CC[C@H](C(=O)NC=1C(N(C=CC1)CC1=NC2=C(N1)C=CC=C2CC(C)C)=O)NC(OC)=O)=O)C methyl (R,E)-(7-(dimethylamino)-1-((1-((4-isobutyl-1H-benzo[d]imidazol-2-yl)methyl)-2-oxo-1,2-dihydropyridin-3-yl)amino)-1,7-dioxohept-5-en-2-yl)carbamate